(R)-2-(3-chlorophenyl)-2-hydroxyacetic acid ClC=1C=C(C=CC1)[C@H](C(=O)O)O